1-[6-[6-(methoxymethoxy)-2-methylindazol-5-yl]-1,5-naphthyridin-2-yl]-N,N-dimethylpiperidin-4-amine COCOC=1C(=CC2=CN(N=C2C1)C)C=1N=C2C=CC(=NC2=CC1)N1CCC(CC1)N(C)C